N-(4,5-Dimethoxy-2-((4-((((1-methyl-1H-indazol-5-yl)methyl)(4-(thiazol-5-yl)benzyl)amino)methyl)benzyl)carbamoyl)phenyl)-4-oxo-4H-chromene-2-carboxamide COC1=CC(=C(C=C1OC)NC(=O)C=1OC2=CC=CC=C2C(C1)=O)C(NCC1=CC=C(C=C1)CN(CC1=CC=C(C=C1)C1=CN=CS1)CC=1C=C2C=NN(C2=CC1)C)=O